BrC=1C(=NC(N(C1)C=1N=C(OC1C1=CC(=C(C=C1)Cl)F)C=1C=C(C=CC1)C)=O)NC 5-bromo-1-(5-(4-chloro-3-fluorophenyl)-2-(m-tolyl)oxazol-4-yl)-4-(methylamino)pyrimidin-2(1H)-one